NC=1C=NN(C1)[C@@H](C#N)C (R)-2-(4-amino-1H-pyrazol-1-yl)propanenitrile